SS hydrogen disulphide